C(C1=CC=CC=C1)N1CC(OCC1)C(C(C)NNC(NCC)=S)NNC(NCC)=S 2,2'-(1-(4-benzylmorpholin-2-yl)propane-1,2-diyl)bis(N-ethylhydrazine-1-thiocarboxamide)